(3-allyl-pyridin-4-yl)-carbamic acid tert-butyl ester C(C)(C)(C)OC(NC1=C(C=NC=C1)CC=C)=O